6-chloro-3,4-dihydroisoquinolin-1(2H)-one ClC=1C=C2CCNC(C2=CC1)=O